4-(isopentylamino)-2-((1-(tetrahydro-2H-pyran-4-yl)-1H-pyrazol-4-yl)amino)pyrimidine-5-carboxamide C(CC(C)C)NC1=NC(=NC=C1C(=O)N)NC=1C=NN(C1)C1CCOCC1